FC(SN1C(C=2C(C1=O)=CC=CC2)=O)(Cl)Cl N-(fluorodichloromethylthio)-phthalimide